ethyl (2-methoxyphenyl)glycinate COC1=C(C=CC=C1)NCC(=O)OCC